2-[4-bromo-5-(4-pyridyl)imidazol-1-yl]-1-(4-Methylpyrazin-1-yl)ethanone BrC=1N=CN(C1C1=CC=NC=C1)CC(=O)N1C=CN(C=C1)C